S(N)(OCC[C@@H]1OC(O[C@H]1C1=C(C=CC=C1)Cl)(C)C)(=O)=O 2-((4S,5S)-5-(2-chlorophenyl)-2,2-dimethyl-1,3-dioxolan-4-yl)ethyl sulfamate